NC1=NC=NC=2N(C3=CC=C(C=C3C21)C(F)(F)F)CC(=O)N2[C@@H](C[C@@](C2)(C)F)C(=O)NC2=NC(=CC=C2C)Br (2S,4R)-1-(2-(4-amino-6-(trifluoromethyl)-9H-pyrimido[4,5-b]indol-9-yl)acetyl)-N-(6-bromo-3-methylpyridin-2-yl)-4-fluoro-4-methylpyrrolidine-2-carboxamide